C1(CCCC1)N1C=CCC2=C1N=C(N=C2)NC2=C(C=C(C=C2)N2CCN(CC2)C)OC 8-cyclopentyl-2-((2-Methoxy-4-(4-methylpiperazin-1-yl)phenyl)amino)-5,8-dihydropyrido[2,3-d]pyrimidine